2-((5,6-dihydro-4H-cyclopenta[d]thiazol-2-yl)amino)-1-methyl-1H-benzo[d]imidazole-5-carboxylic acid ethyl ester C(C)OC(=O)C1=CC2=C(N(C(=N2)NC=2SC3=C(N2)CCC3)C)C=C1